ClC=1C=C(C=CC1C(F)(F)F)NC(=O)N1[C@@H]2CC[C@H]1CC1=NC(NC=C12)=O (5R,8S)-N-(3-chloro-4-(trifluoromethyl)phenyl)-2-oxo-3,5,6,7,8,9-hexahydro-2H-5,8-epimino-cyclohepta[d]pyrimidine-10-carboxamide